C(C)N1C(NC2=C(C1=O)SC(=C2)CN2CCN(CC2)C=2C=CC(=NC2C(F)(F)F)C(=O)N)=O 5-(4-((3-ethyl-2,4-dioxo-1,2,3,4-tetrahydrothieno[3,2-d]pyrimidin-6-yl)methyl)piperazin-1-yl)-6-(trifluoromethyl)picolinamide